CC1OP(OC1C)OC1=CC=CC=C1 4,5-dimethyl-2-phenoxy-1,3,2-dioxaphospholane